CN1CC(C(CC1)NC=1C=CC2=C(N=C(S2)C#N)C1)(C)C 5-[(1,3,3-trimethyl-4-piperidyl)amino]-1,3-benzothiazole-2-carbonitrile